ClC=1C=C(C=NC1)C1=NN2C(O[C@@H](CC2)C)=C1C(=O)N[C@@H]1C(NC2=C(C(=N1)C1=CC=CC=C1)C=CC=C2F)=O (5R)-2-(5-Chloropyridin-3-yl)-5-methyl-N-[(3S)-9-fluoro-2-oxo-5-phenyl-1,3-dihydro-1,4-benzodiazepin-3-yl]-6,7-dihydro-5H-pyrazolo[5,1-b][1,3]oxazine-3-carboxamide